5-(3-(2-methoxyethyl)-2-methyl-3H-imidazo[4,5-b]pyridin-5-yl)-N-(1-methylpiperidin-4-yl)pyrrolo[2,1-f][1,2,4]triazin-2-amine COCCN1C(=NC=2C1=NC(=CC2)C=2C=CN1N=C(N=CC12)NC1CCN(CC1)C)C